FC1=CC=C(C=C1)C(C(=O)NC1=NC=CC(=C1)C1=C(C=2C(NCCC2N1)=O)C1=CC=CC=C1)C 2-(4-Fluorophenyl)-N-[4-(4-oxo-3-phenyl-4,5,6,7-tetrahydro-1H-pyrrolo[3,2-c]pyridin-2-yl)pyridin-2-yl]propanamid